5a-androstan-17b-ol C[C@]12CCCC[C@@H]1CCC3[C@@H]2CC[C@]4([C@H]3CC[C@@H]4O)C